C1(CC1)C1=CC(=C2CN(C(C2=C1)=O)C1=CC(=CC=C1)[C@@]([C@@H](C1=NN=CN1C)F)(C)F)C(F)(F)F 6-cyclopropyl-2-[3-[(1R,2R)-1,2-difluoro-1-(4-methyl-4H-1,2,4-triazol-3-yl)propan-2-yl]phenyl]-4-(trifluoromethyl)-2,3-dihydro-1H-isoindol-1-one